2,4,5-trifluorobenzyl methanesulfonate CS(=O)(=O)OCC1=C(C=C(C(=C1)F)F)F